C1(CC1)C1=CC=C(C=C1)C(C)=O 1-(4-cyclopropylphenyl)ethan-1-one